ClC=1C=C(C=CC1F)[C@@]1(CN2[C@H](CO1)CN(CC2)C(=O)C2=C(C(=CC=C2)Br)Cl)O [(3R,9aS)-3-(3-chloro-4-fluoro-phenyl)-3-hydroxy-1,4,6,7,9,9a-hexahydropyrazino[2,1-c][1,4]oxazin-8-yl]-(3-bromo-2-chlorophenyl)methanone